hexyl 4-[tert-butyl(dimethyl)silyl]oxy-3-[[tert-butyl(dimethyl)silyl]oxymethyl]but-2-enoate [Si](C)(C)(C(C)(C)C)OCC(=CC(=O)OCCCCCC)CO[Si](C)(C)C(C)(C)C